(R)-di-tert-butyl 3-chloro-10-methyl-8-oxo-10,11-dihydro-8H-[1,4]diazepino[5',6':4,5]thieno[3,2-f]quinoline-9,12-dicarboxylate ClC1=NC=2C=CC3=C(C2C=C1)C1=C(S3)C(N([C@@H](CN1C(=O)OC(C)(C)C)C)C(=O)OC(C)(C)C)=O